2-(2-cyclopropyl-4-methoxyphenyl)-8-hydroxy-3-(oxazol-5-ylmethyl)-4-oxo-3,4-dihydrobenzo[4,5]thieno[2,3-d]pyrimidine-7-carbonitrile C1(CC1)C1=C(C=CC(=C1)OC)C=1N(C(C2=C(N1)SC1=C2C=CC(=C1O)C#N)=O)CC1=CN=CO1